(2-(2-methoxyethoxy)ethyl) chlorofluorophosphate P(=O)(OCCOCCOC)(F)Cl